NC1=C2N(C(N(C2=NC=N1)C1CCN(CC1)C1CCN(CC1)C1CN(C1)C1=C(C=C(C=C1)[N+](=O)[O-])F)=O)C1=CC=C(C=C1)OC1=CC=CC=C1 6-amino-9-{1'-[1-(2-fluoro-4-nitrophenyl)azetidin-3-yl]-[1,4'-bipiperidin]-4-yl}-7-(4-phenoxyphenyl)purin-8-one